ClC=1C=C(C(=O)NCC2=C3C=NNC3=CC=C2C2CC2)C=CC1F 3-chloro-N-((5-cyclopropyl-1H-indazol-4-yl)methyl)-4-fluorobenzamide